1-oxo-1,2,3,4,6,7-hexahydro-5H-pyrrolo[3,4-c]pyridine-5-carboxylic acid tert-butyl ester C(C)(C)(C)OC(=O)N1CC2=C(CC1)C(NC2)=O